NC=1C=CC=2N(C1)C=C(N2)C(=O)OCC ethyl 6-aminoimidazo[1,2-a]pyridine-2-carboxylate